NC1=CC(=NO1)C1CCN(CC1)C(=O)C1=CC(=C(C=C1)C(F)(F)F)F [4-(5-aminoisoxazol-3-yl)-1-piperidyl]-[3-fluoro-4-(trifluoromethyl)phenyl]methanone